[Co].CC=1NC=CN1 2-methylimidazole cobalt